tert-butyl (3-(4-nitrophenoxy)propyl)carbamate [N+](=O)([O-])C1=CC=C(OCCCNC(OC(C)(C)C)=O)C=C1